N-(2-ethoxy-2-oxoethyl)-3-hydroxy-N,N-bis(2-hydroxyethyl)propan-1-aminium bromide [Br-].C(C)OC(C[N+](CCCO)(CCO)CCO)=O